ONS(=O)(=O)C=1SC(=CC1)C1=NOC=C1 N-hydroxy-5-(1,2-oxazol-3-yl)thiophene-2-sulfonamide